tert-butyl (4-(4-amino-2-((((benzyloxy)carbonyl)(ethyl)amino)methyl)-1H-imidazo[4,5-c]quinolin-1-yl)butyl)(1,1-dioxidothietan-3-yl)carbamate NC1=NC=2C=CC=CC2C2=C1N=C(N2CCCCN(C(OC(C)(C)C)=O)C2CS(C2)(=O)=O)CN(CC)C(=O)OCC2=CC=CC=C2